ClC1=CC=C(C=N1)S(=O)(=O)NC=1C(=NC=C(C1)C1=CC=2C3=C(C=NC2C=C1)N(C(C31CC1)=O)C)OCCCN(C)C 6-Chloro-N-(2-(3-(dimethylamino)propoxy)-5-(3'-methyl-2'-oxo-2',3'-dihydrospiro[cyclopropane-1,1'-pyrrolo[2,3-c]quinolin]-8'-yl)pyridin-3-yl)pyridine-3-sulfonamide